3-methyl-4-hexene-2-one CC(C(C)=O)C=CC